FCC1=CN(C=C1)CCN1C(C2=C(C=3C=C(C=CC13)C=1C=NC(=CC1)OC)N(N=N2)C2=CC(=C(C=C2)N2CCNCC2)C(F)(F)F)=O (S)-5-(2-(3-(fluoromethyl)pyrrol-1-yl)ethyl)-8-(6-methoxypyridin-3-yl)-1-(4-(piperazine-1-yl)-3-(trifluoromethyl)phenyl)-1,5-dihydro-4H-[1,2,3]triazolo[4,5-c]quinolin-4-one